5-chloro-N-(Cyclopropylformyl)quinazolin-2-amine ClC1=C2C=NC(=NC2=CC=C1)NC(=O)C1CC1